NC(CC1CN(CCC1)C(=O)OC(C)(C)C)=NO tert-butyl 3-(2-amino-2-(hydroxyimino)ethyl)piperidine-1-carboxylate